1-(5-chloropyrazin-2-yl)cyclobutan-1-ol ethyl-rac-(2S,3S,5S)-3-(3,4-difluoro-2-methoxyphenyl)-5-methyl-5-(trifluoromethyl)tetrahydro-2H-pyran-2-carboxylate C(C)[C@@]1(OC[C@](C[C@H]1C1=C(C(=C(C=C1)F)F)OC)(C(F)(F)F)C)C(=O)OC1(CCC1)C1=NC=C(N=C1)Cl |r|